C1(=C(C=CC=C1)N(C1=CC=2C(C3=CC=CC=C3C2C=C1)(C)C)C1=CC(CC(=C1)C1=CC=CC(=C1)C(C)(C)C)(C1=CC(=CC(=C1)C(C)(C)C)C(C)(C)C)C(C)(C)C)C1=CC=CC=C1 N-(1,1'-biphenyl-2-yl)-N-(3,3'',5',5''-tetra-tert-butyl-1,1':3,1''-terphenyl-5-yl)-9,9-dimethyl-9H-fluoren-2-amine